CC1=C(C=CC(=C1)OC(F)(F)F)S(=O)(=O)N1CCC2(CC(CO2)=O)CC1 8-((2-methyl-4-(trifluoromethoxy)phenyl)sulfonyl)-1-oxa-8-azaspiro[4.5]decan-3-one